(S)-4-Fluoro-N,3-dimethyl-5-(6-(2-methyloxazol-5-yl)-5-((tetrahydrofuran-3-yl)amino)pyrazolo[1,5-a]pyrimidin-3-yl)benzamide FC1=C(C=C(C(=O)NC)C=C1C=1C=NN2C1N=C(C(=C2)C2=CN=C(O2)C)N[C@@H]2COCC2)C